COC[C@H](C1=CC=CC=C1)N1C(=NC=C1C)C1=NC=CC(=C1)C=1C=NC=C(C1)N1CCOCC1 N-[(1S)-2-Methoxy-1-phenylethyl]-5-methyl-2-(5-morpholin-4-yl-3,4'-bipyridin-2'-yl)1H-imidazole